(2,5-dimethyl-4-{3-[(pentafluoroethyl)sulfanyl]phenoxy}phenyl)-N-methyliminocarboxamide CC1=C(C=C(C(=C1)OC1=CC(=CC=C1)SC(C(F)(F)F)(F)F)C)C(=O)N=NC